NCC(CN1N=CN(C1=O)CCC=1SC(=CC1)C=1C=NN(C1)CC)=C(F)F 2-[2-(aminomethyl)-3,3-difluoro-allyl]-4-[2-[5-(1-ethylpyrazol-4-yl)-2-thienyl]ethyl]-1,2,4-triazol-3-one